N1=CC(=CC=C1)CN1N=C(C=C1)C=1C=C(C=CC1NC1CCS(CC1)(=O)=O)C1=CC=CC=C1 4-((3-(1-(pyridin-3-ylmethyl)-1H-pyrazol-3-yl)-[1,1'-biphenyl]-4-yl)amino)tetrahydro-2H-thiopyran 1,1-dioxide